1-(4-butoxynaphthyl)-1H-thiophene triflate OS(=O)(=O)C(F)(F)F.C(CCC)OC1=CC=C(C2=CC=CC=C12)S1C=CC=C1